O=C1NC(CCC1NC(=O)C1=C(SC=C1)NC(OC(C)(C)C)=O)=O tert-butyl (3-((2,6-dioxopiperidin-3-yl)carbamoyl)thiophen-2-yl)carbamate